3-(5-(4-((3-fluoro-5-(1H-pyrazol-5-yl)pyridin-2-yl)oxy)phenyl)-2H-tetrazol-2-yl)propan-1-ol FC=1C(=NC=C(C1)C1=CC=NN1)OC1=CC=C(C=C1)C=1N=NN(N1)CCCO